Cl.NCC(CC)=O 1-aminobutan-2-one hydrogen chloride